C[C@@]12CCCC([C@H]1CC[C@]34[C@H]2CC[C@H](C3)C(=C)C4)(C)C ent-kaurene